5-(2-(trifluoromethyl)phenyl)-1H-pyrazole FC(C1=C(C=CC=C1)C1=CC=NN1)(F)F